C(C(C)C)OC(CC1CC(C(C=C1C)C)C)OCC(C)C 6-(2,2-diisobutyloxyethyl)-1,3,4-trimethyl-cyclohexene